C(C1=CC=CC=C1)OC([C@H](C(CCN1CCN(CC1)C(=O)OC(C)(C)C)(C)C)NC(=O)OC1=CC=CC=C1)=O (S)-tert-butyl 4-(5-(benzyloxy)-3,3-dimethyl-5-oxo-4-((phenoxycarbonyl)amino)pentyl)piperazine-1-carboxylate